C(C)(C)(C)OC(=O)NCC(C(=O)O)C=1C=NC=C(C1)OC 3-[(tert-butoxycarbonyl)amino]-2-(5-methoxypyridin-3-yl)propanoic acid